N-Phenyl-3-(2,3,4,6-tetra-O-acetyl-α-D-glucopyranosyl)propioamide C1(=CC=CC=C1)NC(CC[C@@H]1[C@H](OC(C)=O)[C@@H](OC(C)=O)[C@H](OC(C)=O)[C@H](O1)COC(C)=O)=O